C1=NC=C(C2=CC=CC=C12)N1C(N(CC1C#N)C=1NC=C(N1)C)=O 3-(isoquinolin-4-yl)-1-(4-methyl-1H-imidazol-2-yl)-2-oxoimidazoline-4-carbonitrile